N1C(=NC2=C1C=CC=C2)C2=CC(=NN2CC2=CC=C(C=C2)OC)NC(=O)C2=NC=C(N=C2)N2CC(C2)OC N-[5-(1H-benzimidazol-2-yl)-1-[(4-methoxyphenyl)methyl]pyrazol-3-yl]-5-(3-methoxyazetidin-1-yl)pyrazine-2-carboxamide